CCCCCC#CC#CC(=O)O decadiynoic acid